FC1=CC(=C2C=C(N(C2=C1F)CCNC1=NC=NC(=C1)C1=CC=C(C=C1)C=1N=C(NC1)C)C)OC [2-(6,7-Difluoro-4-methoxy-2-methyl-indol-1-yl)-ethyl]-{6-[4-(2-methyl-1H-imidazol-4-yl)-phenyl]-pyrimidin-4-yl}-amin